NC1CNCCNC1 (6-amino)-1,4-diazepan